N1-(1-(8-(3-(benzyloxy)-4-methylphenyl)-7-(4-cyano-3-fluorophenyl)imidazo[1,2-c]pyrimidin-5-yl)piperidin-4-yl)-N8-((tetrahydro-2H-pyran-2-yl)oxy)octanediamide C(C1=CC=CC=C1)OC=1C=C(C=CC1C)C=1C=2N(C(=NC1C1=CC(=C(C=C1)C#N)F)N1CCC(CC1)NC(CCCCCCC(=O)NOC1OCCCC1)=O)C=CN2